2,4,5-trimethoxydihydrocinnamic acid COC1=C(CCC(=O)O)C=C(C(=C1)OC)OC